7-(4-(dimethylamino)but-1-yn-1-yl)-N-(1-isopropylpiperidine-4-yl)-6-methoxy-2-morpholinoquinazolin-4-amine CN(CCC#CC1=C(C=C2C(=NC(=NC2=C1)N1CCOCC1)NC1CCN(CC1)C(C)C)OC)C